C(C#CC)(=O)N[C@H]1C[C@H](CC1)C1=C2C(=C(NC2=C(C=C1F)C(=O)N)C)C 4-((1S,3R)-3-(but-2-ynamido)cyclopentyl)-5-fluoro-2,3-dimethyl-1H-indole-7-carboxamide